FC=1C=C(C=CC1)[C@@H]1N(CCC1)C=1C=CC=2N(N1)C(=CN2)C2=CC=CC(=N2)N2CCN(CC2)CC#CC=2C=C(C=CC2)[C@H]2CN(C(O2)=O)C2CNCCC2 3-((S)-5-(3-(3-(4-(6-(6-((R)-2-(3-Fluorophenyl)pyrrolidin-1-yl)imidazo[1,2-b]pyridazin-3-yl)pyridin-2-yl)piperazin-1-yl)prop-1-yn-1-yl)phenyl)-2-oxooxazolidin-3-yl)piperidine